C(#N)C1=C(C=C(C=C1)N1C(N(C(C1=O)(C)C)C1=CC(=C(C(=O)NCCCCCCO)C=C1)F)=S)C(F)(F)F 4-(3-(4-Cyano-3-(trifluoromethyl)phenyl)-5,5-dimethyl-4-oxo-2-thioxoimidazolidin-1-yl)-2-fluoro-N-(6-hydroxyhexyl)benzamide